2-cyclopropyl-6-isopropyl-3-(3-methoxypropoxy)-6-methyl-10-Oxo-5,10-dihydro-6H-pyrido[1,2-H][1,7]Naphthyridine-9-carboxylic acid C1(CC1)C1=NC=2C=3N(C(CC2C=C1OCCCOC)(C)C(C)C)C=C(C(C3)=O)C(=O)O